tert-butyl 4-(3-(3-((2,6-dimethoxyphenyl) sulfonamido)-4-methoxybenzo[d]isoxazol-6-yl)phenyl)-1,4-diazepane-1-carboxylate COC1=C(C(=CC=C1)OC)S(=O)(=O)NC1=NOC2=C1C(=CC(=C2)C=2C=C(C=CC2)N2CCN(CCC2)C(=O)OC(C)(C)C)OC